O1C(=CC=C1)CNC(C1=CC(=CC=C1)NC=1N=NC(=CC1)C1=CC=CC=C1)=O N-[(furan-2-yl)methyl]-3-[(6-phenylpyridazin-3-yl)amino]benzamide